BrC(C(=O)OC)CCC(=O)OC Dimethyl 2-bromoglutarate